C(CCCC)(=O)NC1=CC=CC=C1 valeryl-aniline